N-(2-iodophenyl)-N-benzyl-2-phenylacrylamide IC1=C(C=CC=C1)N(C(C(=C)C1=CC=CC=C1)=O)CC1=CC=CC=C1